COC=1C=C(CN2C(=NC=3C2=NC=C(C3)C=3C=NN(C3)C)N)C=CC1OCC1=CC=C(C=C1)C(F)(F)F 3-(3-methoxy-4-((4-(trifluoromethyl)benzyl)oxy)benzyl)-6-(1-methyl-1H-pyrazol-4-yl)-3H-imidazo[4,5-b]pyridin-2-amine